C1(CCCCCC1)NC(C(C1CN(CCC1)CC)N(C(CCC(=O)OCCCCCCCCCCCC)=O)CC(CCCCCCCCCC)CCCCCCCC)=O dodecyl 4-((2-(cycloheptylamino)-1-(1-ethylpiperidin-3-yl)-2-oxoethyl)(2-octyldodecyl)amino)-4-oxobutanoate